ClCC=1C=NC(=NC1)C 5-(chloromethyl)-2-methylpyrimidin